C(C1=CC=CC=C1)OC[C@H]1OCCCC1 (S)-2-[(benzyloxy)methyl]tetrahydro-2H-pyran